(1-(2,2,3,3,3-pentafluoropropyl)-1H-pyrazol-4-yl)boronic acid FC(CN1N=CC(=C1)B(O)O)(C(F)(F)F)F